BrC=1C=C(C=CC1)N(C)N1N=C2N(C3=CC(=CC=C3C=N2)Cl)C1=O ((3-bromophenyl)(methyl)amino)-8-chloro-[1,2,4]triazolo[4,3-a]quinazolin-1(2H)-one